6-Bromo-2-{4-[4-(2-methoxyethyl)piperazin-1-yl]phenyl}-N-(1-methylpiperidin-4-yl)-3H-imidazo[4,5-b]pyridin-7-amine BrC=1C(=C2C(=NC1)NC(=N2)C2=CC=C(C=C2)N2CCN(CC2)CCOC)NC2CCN(CC2)C